[2-[4-(8-chloro-4-methyl-3,4-dihydroquinazolin-2-yl)phenoxy]ethoxy]cyclobutanecarboxylic acid ClC=1C=CC=C2C(NC(=NC12)C1=CC=C(OCCOC2(CCC2)C(=O)O)C=C1)C